N-Methyl-4-(5-{7-methyl-7-[(2R)-2-methylpyrrolidin-1-yl]-6,7,8,9-tetrahydro-5H-benzo[7]annulen-2-yl}-1H-pyrazolo[3,4-b]pyridin-3-yl)benzamide CNC(C1=CC=C(C=C1)C1=NNC2=NC=C(C=C21)C=2C=CC1=C(CCC(CC1)(N1[C@@H](CCC1)C)C)C2)=O